[K].C(C)(=O)N1CC(C1)S(=O)(=O)NC(NC1=C2CCCC2=CC=2CCCC12)=O 1-Acetyl-N-((1,2,3,5,6,7-hexahydro-s-indacen-4-yl)carbamoyl)azetidine-3-sulfonamide, Potassium Salt